(R)-Acetoin O[C@@H](C(C)=O)C